7-methyl-2-oxo-1,2-dihydroquinoline-3-carboxylic acid CC1=CC=C2C=C(C(NC2=C1)=O)C(=O)O